FC1=C(C=C(C=C1)F)C1=NN2C(NCC(C2)CO)=C1C=1C=CC(N(N1)C1=C(C=CC=C1)C)=O (+)-6-[2-(2,5-difluorophenyl)-6-(hydroxymethyl)-4,5,6,7-tetrahydropyrazolo[1,5-a]pyrimidin-3-yl]-2-(2-methylphenyl)pyridazin-3(2H)-one